FC1=CC=C(CC[C@H]2O[C@@H]([C@H]([C@H]([C@H]2O)O)O)CO)C=C1 (2R,3R,4S,5S,6R)-2-(4-Fluorophenethyl)-6-(hydroxymethyl)tetrahydro-2H-pyran-3,4,5-triol